dicyclohexylphosphino-2'-(N,N-dimethylamino)biphenyl C1(CCCCC1)P(C1CCCCC1)C1=C(C=CC=C1)C1=C(C=CC=C1)N(C)C